CO[Si](CCCC1C(=O)OC(C1)=O)(OC)OC 2-[3-(trimethoxysilyl)propyl]succinic acid anhydride